CC(C)(C)OC(=O)NC1CCC(CC1)NC tert-butyl ((1s,4s)-4-(methylamino)cyclohexyl)carbamate